1-methyl-3-((3-phenethyl-3-(tetrahydrofuran-2-yl)pyrrolidin-1-yl)methyl)-1H-pyrazole CN1N=C(C=C1)CN1CC(CC1)(C1OCCC1)CCC1=CC=CC=C1